dipropyl-bisphenol a C(CC)C=1C(=C(O)C=CC1C(C)(C)C1=CC=C(C=C1)O)CCC